C1(CCCC1)CC(=O)N1CCC(CC1)CN1[C@@H]([C@H]([C@@H]([C@H](C1)O)O)O)C 2-cyclopentyl-1-(4-(((2R,3R,4R,5S)-3,4,5-trihydroxy-2-methylpiperidin-1-yl)methyl)piperidin-1-yl)ethanone